γ-glycidoxyoctyltributoxysilane C(C1CO1)OC(CC[Si](OCCCC)(OCCCC)OCCCC)CCCCC